1-((3R,4S)-3-fluoro-4-((4-methoxy-5-(1-(2,2,2-trifluoroethyl)-1H-benzo[d][1,2,3]triazol-6-yl)pyrrolo[2,1-f][1,2,4]triazin-2-yl-7-d)amino)piperidin-1-yl)ethan-1-one-2,2,2-d3 F[C@@H]1CN(CC[C@@H]1NC1=NN2C(C(=N1)OC)=C(C=C2[2H])C=2C=CC1=C(N(N=N1)CC(F)(F)F)C2)C(C([2H])([2H])[2H])=O